CN1[C@@H]([C@H](CC1=O)C(=O)NCCOC1CCC(CC1)OCCCC(=O)NC1CCC(CC1)C(=O)OC(C)(C)C)C=1C=NC=CC1 tert-butyl (1R,4r)-4-(4-(((1S,4R)-4-(2-((2S,3S)-1-Methyl-5-oxo-2-(pyridin-3-yl) pyrrolidine-3-carboxamido) ethoxy)cyclohexyl)oxy) butanamido)cyclohexane-1-carboxylate